3-(prop-2-yn-1-yloxy)propane-1-ol C(C#C)OCCCO